(2R,3R)-2,3-Difluoro-N-(2-(piperidin-1-yl)-4-((4-(trifluoromethyl)benzyl)amino)phenyl)heptanamid F[C@H](C(=O)NC1=C(C=C(C=C1)NCC1=CC=C(C=C1)C(F)(F)F)N1CCCCC1)[C@@H](CCCC)F